C(C)(C)(C)OC(=O)N1CCC(CC1)C1=NC=2[C@]3([C@H](CCC2C(=N1)C1=CC=CC=C1)[C@H](C(C(=C3)C#N)=O)C)C 4-((6aR,7R,10aS)-9-cyano-7,10a-dimethyl-8-oxo-4-phenyl-5,6,6a,7,8,10a-hexahydrobenzo[h]quinazolin-2-yl)piperidine-1-carboxylic acid tert-butyl ester